FC(=CC1=C(C(C(=C1F)F)(F)F)F)F 2-(2,2-difluorovinyl)-1,3,4,5,5-pentafluorocyclopenta-1,3-diene